N2,N2,N6,N6-tetrakis(2-methoxyethyl)-4-(4-methoxypiperidin-1-yl)-8-(4-(4-methoxypyrimidin-2-yl)piperazin-1-yl)pyrimido[5,4-d]pyrimidine-2,6-diamine COCCN(C=1N=C(C2=C(N1)C(=NC(=N2)N(CCOC)CCOC)N2CCN(CC2)C2=NC=CC(=N2)OC)N2CCC(CC2)OC)CCOC